4-((2S,5R)-4-acryloyl-2,5-dimethylpiperazin-1-yl)-6-chloro-1-(4,6-diisopropylpyrimidin-5-yl)-7-(2-fluoro-6-hydroxyphenyl)pyrido[2,3-d]pyrimidin-2(1H)-one C(C=C)(=O)N1C[C@@H](N(C[C@H]1C)C=1C2=C(N(C(N1)=O)C=1C(=NC=NC1C(C)C)C(C)C)N=C(C(=C2)Cl)C2=C(C=CC=C2O)F)C